CC1(C2=CC=CC=C2C=2C=CC(=CC12)N(C1=CC=C(C=C1)C1=CC=C(N(C2=CC=CC=C2)C2=CC=3C(C4=CC=CC=C4C3C=C2)(C)C)C=C1)C1=CC=CC=C1)C N,N'-bis(9,9-dimethyl-fluoren-2-yl)-N,N'-diphenylbenzidine